C(C)(=O)[C@H]1N(CC[C@H](C1)C1=C(C(=CC=C1OC)Cl)Cl)C(=O)OC(C)(C)C tert-butyl (2S,4R)-2-acetyl-4-(2,3-dichloro-6-methoxyphenyl)piperidine-1-carboxylate